icosanat C(CCCCCCCCCCCCCCCCCCC)(=O)[O-]